N-[3-[2-(4-fluoroanilino)-1-methyl-2-oxo-ethyl]-1-bicyclo[1.1.1]pentanyl]-2-methyl-thiazole-4-carboxamide FC1=CC=C(NC(C(C)C23CC(C2)(C3)NC(=O)C=3N=C(SC3)C)=O)C=C1